N-(3,3-dimethyl-1,2,3,4-tetrahydroisoquinolin-7-yl)-5-(2-fluoropyridin-3-yl)-1H-indazole-3-carboxamide CC1(NCC2=CC(=CC=C2C1)NC(=O)C1=NNC2=CC=C(C=C12)C=1C(=NC=CC1)F)C